FC1(C(CNCC1)C=1C=CC(NC1)=O)F 5-(4,4-difluoropiperidin-3-yl)pyridine-2(1H)-one